C(C1=CC=CC=C1)(=O)O[C@H]1[C@H]2[C@@H](C\C=C/[C@H](CS[C@H]([C@@H]([C@H]1OC(C1=CC=CC=C1)=O)OC(C1=CC=CC=C1)=O)O2)CO)N[S@](=O)C(C)(C)C (1R,4S,8R,9R,10S,11S,12R,Z)-8-(((R)-tert-butylsulfinyl)amino)-4-(hydroxymethyl)-13-oxa-2-thiabicyclo[7.3.1]tridec-5-ene-10,11,12-triyl tribenzoate